2,4-bis(trifluoromethyl)-6-((trimethylsilyl)ethynyl)phenyl (4-fluorophenyl)(methyl)carbamate FC1=CC=C(C=C1)N(C(OC1=C(C=C(C=C1C#C[Si](C)(C)C)C(F)(F)F)C(F)(F)F)=O)C